C1=C(C=CC=C1)S(=O)(=O)[O-].[Na+] sodium ortho-benzenesulfonate